C(C)(C)(C)C1=CC(=CC=C1O)O 6-(tert-butyl)benzene-1,4-diol